3-(3-methoxy-4-nitrophenyl)prop-2-ene-1-ol COC=1C=C(C=CC1[N+](=O)[O-])C=CCO